NC=1C2=C(N=C(N1)C=1N=C(C=3N(C1)C(=CN3)Br)CC3=CC(=CC=C3)F)NC(C2(C)C2=CC(=C(C=C2)Cl)OC)=O 4-Amino-2-(3-bromo-8-[(3-fluorophenyl)methyl]imidazo[1,2-a]pyrazin-6-yl)-5-(4-chloro-3-methoxyphenyl)-5-methyl-5,7-dihydro-6H-pyrrolo[2,3-d]pyrimidin-6-one